triphenyl-phenylphenol C1(=CC=CC=C1)C=1C(=C(C(=C(C1)O)C1=CC=CC=C1)C1=CC=CC=C1)C1=CC=CC=C1